FC1=CC=C(C2=C1OCCO2)NC2=NC=1N(C(=C2)NC)N=CC1NC(=O)NC 1-(5-((8-fluoro-2,3-dihydrobenzo[b][1,4]dioxin-5-yl)amino)-7-(methylamino)pyrazolo[1,5-a]pyrimidin-3-yl)-3-methylurea